O=C1CCC(CC1)C1=C2CCN(C2=CC=C1)[C@H]1C(NC(CC1)=O)=O (3R)-3-[4-(4-oxocyclohexyl)indolin-1-yl]piperidine-2,6-dione